C1(CCCC1)NCC(C)C 3-Cyclopentylamino-2-methylpropan